N1C=C(C2=CC=CC=C12)C1=CNC=C1C1=CNC2=CC=CC=C12 3,4-DI-1H-INDOL-3-YL-1H-PYRROLE